Cl.C(C)OC(CC1=C(C=CC=C1)Cl)=N.N1=NC(N=C1)=O 3H-1,2,4-triazol-3-one ethyl-2-(2-chlorophenyl)acetimidate hydrochloride